CC1N(CCC(C1)C)C1=C(C=CC=C1)NS(=O)(=O)C1=CC=C(C=C1)S(=O)(=O)N(C)C N1-(2-(2,4-dimethylpiperidin-1-yl)phenyl)-N4,N4-dimethylbenzene-1,4-disulfonamide